1-octyl-2,3-dimethylimidazole tetrafluoroborate F[B-](F)(F)F.C(CCCCCCC)N1C(N(C=C1)C)C